1,6-bis(pyridin-4-yl)pyrene N1=CC=C(C=C1)C1=CC=C2C=CC3=C(C=CC4=CC=C1C2=C34)C3=CC=NC=C3